FC1(CC(C1)CN1N=C(C(=C1C(=O)OCC)I)C(C)(F)F)F ethyl 1-((3,3-difluorocyclobutyl)methyl)-3-(1,1-difluoroethyl)-4-iodo-1H-pyrazole-5-carboxylate